COC1=C(C(=CC=C1)OC)C1=C(C=CC=C1)P (2',6'-dimethoxybiphenyl-2-yl)phosphine